C1N(C=CC2=CC=CC=C12)C1=C(C=CC=C1)S(=O)(=O)O.CC1CC(C(O1)=O)CC(=O)N(N)C(N)=S (2-(5-methyl-2-oxo-tetrahydrofuran-3-yl)acetyl)hydrazine-1-thiocarboxamide isoquinoline-2-ylbenzenesulfonate